4-(3,5-dimethylpyrazol-4-yl)-1,2,4-triazole CC1=NNC(=C1N1C=NN=C1)C